(1S,4s)-4-(8-(2,6-dichlorophenylamino)-2-((1R,3R)-3-hydroxycyclohexylamino)-9H-purin-9-yl)cyclohexanecarboxamide ClC1=C(C(=CC=C1)Cl)NC=1N(C2=NC(=NC=C2N1)N[C@H]1C[C@@H](CCC1)O)C1CCC(CC1)C(=O)N